OCCNC(C1=CC=CC=C1)=O N-(2-hydroxyethyl)-benzamide